CN(CCCOC=CCCCCCC\C=C/C\C=C/CCCCC)C N,N-dimethyl-3-[(9Z,12Z)-octadecen-9,12-dien-1-yloxy]Propan-1-amine